C1(CC1)CN1C(N(C=2N=C(N(C2C1=O)C)S(=O)(=O)C)C)=O 1-(cyclopropylmethyl)-3,7-dimethyl-8-(methylsulfonyl)-1H-purine-2,6(3H,7H)-dione